CC(C)(C1=CC(=CC=C1)C(C)(C)N=C=O)N=C=O tetramethylxylylene diisocyanate